[4-[[4-[6-[[5-fluoro-4-(7'-fluoro-2'-methyl-spiro[cyclopentane-1,3'-indole]-5'-yl)pyrimidin-2-yl]amino]-3-pyridyl]-1-piperidyl]methyl]phenyl]methanol FC=1C(=NC(=NC1)NC1=CC=C(C=N1)C1CCN(CC1)CC1=CC=C(C=C1)CO)C=1C=C2C3(C(=NC2=C(C1)F)C)CCCC3